BrC=1C=C(C(=C(C(=O)/N=C/N(C)C)C1)NC(C(C)C)C1CN(C1)C(=O)C1=CN=CC2=CC=CC=C12)[N+](=O)[O-] (E)-5-bromo-N-((dimethylamino)methylene)-2-((1-(1-(isoquinoline-4-carbonyl)azetidin-3-yl)-2-methylpropyl)amino)-3-nitrobenzamide